4-(5-(3-(m-tolyl)-5,6-dihydropyridazin-1(4H)-yl)-3H-imidazo[4,5-b]pyridin-7-yl)morpholine C1(=CC(=CC=C1)C1=NN(CCC1)C1=CC(=C2C(=N1)NC=N2)N2CCOCC2)C